C(C)OC(C1=C(C=C(C=C1)C)[C@@H]1CNC[C@H]1C(C)=O)=O ((3R,4S)-4-Acetylpyrrolidin-3-yl)-4-methylbenzoic acid ethyl ester